(S)-1-[(S)-1-({(S)-3-[(1-Azetidinyl)methyl]-8-methyl-1,5-dioxa-9-aza-9-spiro[5.5]undecyl}carbonyl)-3-methylbutyl]-3-isobutyl-2-piperazinone N1(CCC1)CC1COC2(OC1)C[C@@H](N(CC2)C(=O)[C@H](CC(C)C)N2C([C@@H](NCC2)CC(C)C)=O)C